2-ethoxy-1-(1-(4-fluorobenzyl)-2,5-dimethyl-1H-pyrrol-3-yl)prop-2-en-1-one C(C)OC(C(=O)C1=C(N(C(=C1)C)CC1=CC=C(C=C1)F)C)=C